ClC=1C=C(C2=C(N(C(O2)=O)CC)C1)C 5-chloro-3-ethyl-7-methyl-1,3-benzoxazol-2(3H)-one